tert-butyl 7-((cis)-4-(4-amino-5-(4-phenoxyphenyl)-7H-pyrrolo[2,3-d]pyrimidin-7-yl) cyclohexyl)-2,7-diazaspiro[4.4]nonane-2-carboxylate NC=1C2=C(N=CN1)N(C=C2C2=CC=C(C=C2)OC2=CC=CC=C2)[C@H]2CC[C@H](CC2)N2CC1(CCN(C1)C(=O)OC(C)(C)C)CC2